ClC1=C(C(=CC(=C1)OC)[N+](=O)[O-])F 1-chloro-2-fluoro-5-methoxy-3-nitro-benzene